Cl.N1(CCNCC1)C1=NC=C(C=N1)CN1C(C2=CC=CC=C2C1=O)=O 2-((2-(piperazin-1-yl)pyrimidin-5-yl)methyl)isoindoline-1,3-dione hydrochloride salt